O1C(=CC=C1)C1=CC=C(C=C1)CN (4-(furan-2-yl)phenyl)methanamine